N-(4-((S)-3-(dimethylamino)pyrrolidin-1-yl)-3,5-difluorophenyl)-4-((S)-3-phenylisoxazolidine-2-yl)-5-(trifluoromethyl)pyrimidin-2-amine CN([C@@H]1CN(CC1)C1=C(C=C(C=C1F)NC1=NC=C(C(=N1)N1OCC[C@H]1C1=CC=CC=C1)C(F)(F)F)F)C